(S)-2-(6-(3-Methyl-1H-pyrrolo[2,3-b]pyridin-5-yl)-2-(2-(trifluoromethyl)pyridin-4-yl)-1,2,3,4-Tetrahydroisoquinolin-8-yl)pyrrolidine-1-carboxylic acid tert-butyl ester C(C)(C)(C)OC(=O)N1[C@@H](CCC1)C=1C=C(C=C2CCN(CC12)C1=CC(=NC=C1)C(F)(F)F)C=1C=C2C(=NC1)NC=C2C